2-(6-{5-chloro-2-[(oxan-4-yl)amino]pyrimidin-4-yl}-1-oxo-2,3-dihydro-1H-isoindol-2-yl)-N-methyl-N-(oxan-4-yl)acetamide ClC=1C(=NC(=NC1)NC1CCOCC1)C1=CC=C2CN(C(C2=C1)=O)CC(=O)N(C1CCOCC1)C